4-bromo-1-(2,6-dibenzyloxy-3-pyridinyl)-3-methyl-benzimidazol-2-one BrC1=CC=CC=2N(C(N(C21)C)=O)C=2C(=NC(=CC2)OCC2=CC=CC=C2)OCC2=CC=CC=C2